C1(CCCCC1)CC=1C=CC(=NC1)NC(=O)C1=CN(C(C=C1)=O)C N-(5-(cyclohexylmethyl)pyridin-2-yl)-1-methyl-6-oxo-1,6-dihydropyridine-3-carboxamide